ClC=1C=C2[C@@H](C[C@@H](OC2=CC1)C(=O)NC12CC(C1)(C2)N2N=NC(=C2)OCCOC(F)(F)F)O (2R,4R)-6-chloro-4-hydroxy-N-(3-(4-(2-(trifluoromethoxy)ethoxy)-1H-1,2,3-triazol-1-yl)bicyclo[1.1.1]pentan-1-yl)chroman-2-carboxamide